(S)-1-(5-((2-chloro-3-(2-(difluoromethyl)-1H-imidazol-1-yl)phenyl)thio)pyrazin-2-yl)-4'H,6'H-spiro[piperidine-4,5'-pyrrolo[1,2-b]pyrazol]-4'-amine ClC1=C(C=CC=C1N1C(=NC=C1)C(F)F)SC=1N=CC(=NC1)N1CCC2([C@@H](C=3N(N=CC3)C2)N)CC1